N,N'-bis-(1,4-dimethylpentyl)-P-phenylenediamine CC(C)CCC(C)NC1=CC=C(C=C1)NC(C)CCC(C)C